6-[2-[[1-[2-(aminomethyl)-3,3-difluoro-allyl]-5-oxo-1,2,4-triazol-4-yl]methyl]benzothien-6-yl]-8-methyl-3,4-dihydro-1H-quinolin-2-one NCC(CN1N=CN(C1=O)CC=1SC2=C(C1)C=CC(=C2)C=2C=C1CCC(NC1=C(C2)C)=O)=C(F)F